silicon (II) monoxide [Si]=O